hexahydro-1,3,5-tris(2-hydroxyethyl)-1,3,5-triazine OCCN1CN(CN(C1)CCO)CCO